C(#N)C1(CCCCC1)C1=CC=C(C=C1)N1C(C2=CC=CC=C2[C@@H]([C@H]1C1=CC2=C(OCCCO2)C=C1)C(=O)O)=O |o1:22,23| (3S,4S) or (3R,4R)-2-[4-(1-cyanocyclohexyl)phenyl]-3-(3,4-dihydro-2H-1,5-benzodioxepin-7-yl)-1-oxo-1,2,3,4-tetrahydroisoquinoline-4-carboxylic acid